BrC=1C(=NC(=NC1)NC1=CC(=C(C=C1OC1CC1)N1CCC(CC1)C=O)C=1C=NN(C1)C)NC=1C=NC2=CC=CC=C2C1P(=O)(C)C 1-(4-((5-bromo-4-((4-(dimethylphosphoryl)quinolin-3-yl)amino)pyrimidin-2-yl)amino)-5-cyclopropyloxy-2-(1-methyl-1H-pyrazol-4-yl)phenyl)piperidine-4-carbaldehyde